CC(C=C=C)(CCCCCC)O 4-methyldeca-1,2-dien-4-ol